FC1(CC2=CC=C(C=C2C1)N)F 2,2-difluoro-2,3-dihydro-1H-indene-5-amine